BrC=1C(=C(C=C2C=CN=CC12)F)C(=O)C1=C(C=CC(=C1)F)Cl (8-bromo-6-fluoroisoquinolin-7-yl)(2-chloro-5-fluorophenyl)methanone